(E)-2-((1H-pyrrolo[2,3-b]pyridin-4-yl)methylene)hydrazine-1-carboximidamide N1C=CC=2C1=NC=CC2C=NN/C(/N)=N/[H]